C(CCCCCCCCCCCCC)(=O)OCC ethyl myristate